C(C=C)OC(=O)N1C[C@H]2N(C(C3=C1C=C(C(=C3)OC)OCCCCCBr)=O)C=C(C2)C2=CC=C(C=C2)SC2CC2 (S)-8-((5-bromopentyl)oxy)-2-(4-(cyclopropylthio)phenyl)-7-methoxy-5-oxo-11,11a-dihydro-1H-benzo[e]pyrrolo[1,2-a][1,4]diazepine-10(5H)-carboxylic acid allyl ester